CC1=CC=C2C(=CNC2=C1)B(O)O 6-METHYL-1H-INDOL-3-YLBORONIC ACID